2,2,2-trifluoroethyl 2-((2R,5S)-5-methyl-2-(2-(1-methylpiperidin-3-yl)benzo[d]thiazol-5-yl)piperidin-1-yl)-2-oxoacetate C[C@H]1CC[C@@H](N(C1)C(C(=O)OCC(F)(F)F)=O)C=1C=CC2=C(N=C(S2)C2CN(CCC2)C)C1